CC1(C(NC2=CC(=CC=C12)CC(=O)O)=O)C 2-(3,3-dimethyl-2-oxoindolin-6-yl)acetic acid